FC1=C(C2=C(C=C(C=C2C=C1)OCOC)C1=C(C=2N=C(N=C(C2C(O1)=O)N1[C@@H](CC1)C)S(=O)C)C)C#N 2-fluoro-8-{2-methanesulfinyl-8-methyl-4-[(2R)-2-methylazetidin-1-yl]-5-oxopyrano[4,3-d]pyrimidin-7-yl}-6-(methoxymethoxy)naphthalene-1-carbonitrile